ClC=1C=C(C(=C(C1)O)C1=CC=C2C(=N1)N=C(O2)N2CC=1C(CC2)=NNC1)C 5-Chloro-3-methyl-2-[2-(2,4,6,7-tetrahydropyrazolo[4,3-c]pyridin-5-yl)oxazolo[4,5-b]pyridin-5-yl]phenol